(S)-N-(4-fluoro-3-methylphenyl)-1,2,4-trimethyl-5-(2-((2-methyl-1-(3-methyl-1,2,4-oxadiazol-5-yl)propyl)amino)-2-oxoacetyl)-1H-pyrrole-3-carboxamide FC1=C(C=C(C=C1)NC(=O)C1=C(N(C(=C1C)C(C(=O)N[C@@H](C(C)C)C1=NC(=NO1)C)=O)C)C)C